CC(CC(=O)OCC=1C=NC(=C(C1COC(CC(C#C)C)=O)OC(CCC\C=C/C[C@@H]1[C@H]([C@@H](C[C@@H]1O)O)CC[C@H](CCC1=CC=CC=C1)O)=O)C)C#C (5-(((Z)-7-((1R,2R,3R,5S)-3,5-dihydroxy-2-((R)-3-hydroxy-5-phenylpentyl)cyclopentyl)hept-5-enoyl)oxy)-6-methylpyridine-3,4-diyl)bis(methylene) bis(3-methylpent-4-ynoate)